N-(2'-(4-(hydroxymethyl)piperidin-1-yl)-[3,4'-bipyridin]-6-yl)-2-(p-tolyl)acetamide OCC1CCN(CC1)C1=NC=CC(=C1)C=1C=NC(=CC1)NC(CC1=CC=C(C=C1)C)=O